2-((3R,4S)-3-Amino-4-fluoro-1-piperidinyl)-1-(2-(1-azetidinyl)-2-oxoethyl)-1H-benzimidazol-5-carbonitril N[C@@H]1CN(CC[C@@H]1F)C1=NC2=C(N1CC(=O)N1CCC1)C=CC(=C2)C#N